3,3-Bis(((2-ethylhexyl)oxy)methyl)-3,4-dihydro-2H-thieno[3,4-B][1,4]dioxepin C(C)C(COCC1(COC=2C(OC1)=CSC2)COCC(CCCC)CC)CCCC